(5S,7aS)-5-(((tert-butyldiphenylsilyl)oxy)methyl)-2-methylenetetrahydro-1H-pyrrolizin [Si](C1=CC=CC=C1)(C1=CC=CC=C1)(C(C)(C)C)OC[C@H]1N2CC(C[C@@H]2CC1)=C